2-methylbutan-3-yn-2-ol CC(C)(C#C)O